CN(C)CC1=C(C=C(C=C1OC)C=1C2=C(C(N(C1)C)=O)NC=N2)OC 7-[4-[(dimethylamino)methyl]-3,5-dimethoxyphenyl]-5-methyl-3H-imidazo[4,5-c]pyridin-4-one